7-oxo-5,7-dihydrospiro[cyclopenta[c]pyridine-6,4'-piperidine]-1'-carboxylic acid tert-butyl ester C(C)(C)(C)OC(=O)N1CCC2(CC1)CC1=C(C=NC=C1)C2=O